C(C)(C)(C)[C@H]1N(S(C2=C(NC1)C=C(C(=C2)C=2C=CC(=C(C(=O)[O-])C2)F)Cl)(=O)=O)C (R)-5-(3-(tert-butyl)-7-chloro-2-methyl-1,1-dioxido-2,3,4,5-tetrahydrobenzo[f][1,2,5]thiadiazepin-8-yl)-2-fluorobenzoate